ClC=1C=CC(=C(C1)C1=NN(C=C1NC(=O)C=1C=NN2C1N=CC=C2)CC(=O)N2CC(C2)C#N)OC N-(3-(5-chloro-2-methoxyphenyl)-1-(2-(3-cyanoazetidin-1-yl)-2-oxoethyl)-1H-pyrazol-4-yl)pyrazolo[1,5-a]pyrimidine-3-carboxamide